2-hydroxy-3-(4-benzoylphenoxy)-N,N,N-trimethyl-1-propylammonium OC(C[N+](C)(C)C)COC1=CC=C(C=C1)C(C1=CC=CC=C1)=O